4-bromo-2-(10-bromodecyl)-5,6-dimethoxy-3-methyl-phenol BrC1=C(C(=C(C(=C1OC)OC)O)CCCCCCCCCCBr)C